C(#N)C=1C(=NC(=C(C1CC)C#N)N1CCN(CCC1)C)SC(C(=O)N)C=1C=NC=C(C1)C 2-((3,5-dicyano-4-ethyl-6-(4-methyl-1,4-diazepan-1-yl)pyridin-2-yl)sulfanyl)-2-(5-methylpyridin-3-yl)acetamide